ClCCCCCCN=C=O 6-chloro-hexyl isocyanate